CC(C/C=C/C=1C=C(C=C(C1)O)O)CCC=C(C)C (E)-5-(4,8-dimethylnona-1,7-dienyl)benzene-1,3-diol